5-(8-((1S,2S)-2-(3,4-difluorophenyl)cyclopropyl)imidazo[1,2-b]pyridazin-6-yl)pyrimidine-2,4(1H,3H)-dione FC=1C=C(C=CC1F)[C@@H]1[C@H](C1)C=1C=2N(N=C(C1)C=1C(NC(NC1)=O)=O)C=CN2